ClC1=C(N(C(C2=C(C=CC=C12)Cl)=O)C1=CC=CC=C1)[C@H](C)NC=1C2=C(N=CN1)NC=CC2=O (S)-4-((1-(4,8-dichloro-1-oxo-2-phenyl-1,2-dihydroisoquinolin-3-yl)ethyl)amino)pyrido[2,3-d]pyrimidin-5(8H)-one